[Na+].[Na+].C1(=CC=C(C=C1)C=CC1=C(C=CC=C1)S(=O)(=O)[O-])C1=CC=C(C=C1)C=CC1=C(C=CC=C1)S(=O)(=O)[O-] 2'-([1,1'-biphenyl]-4,4'-diylbis-2,1-ethenediyl)-bis-benzenesulfonic acid disodium salt